Cl.ClC=1C(=NC(=NC1)NC1=CC=C(C=C1)N1CCC2(CC(C2)N(C)C)CC1)NC1=C(C=CC=C1)P(C)(C)=O (2-((5-chloro-2-((4-(2-(dimethylamino)-7-azaspiro[3.5]nonan-7-yl)phenyl)amino)pyrimidin-4-yl)amino)phenyl)dimethylphosphine oxide hydrochloric acid salt